N1C=C(C=2C1=NC=CC2)C=2N=C(SC2)C=2C=C(C=CC2)[C@]2(CCC=1C2=NC=CC1)O (S)-7-(3-(4-(1H-Pyrrolo[2,3-b]pyridin-3-yl)thiazol-2-yl)phenyl)-6,7-dihydro-5H-cyclopenta[b]pyridin-7-ol